C(C)N(C(=O)C1=CC=C(C=C1)CC(=O)O)CC 2-(4-(diethylcarbamyl)phenyl)acetic acid